tert-Butyl 3-(5-carbamoyl-7-(thiazol-2-yl)benzo[d]oxazol-2-yl)-3,8-diazabicyclo[3.2.1]octane-8-carboxylate C(N)(=O)C=1C=C(C2=C(N=C(O2)N2CC3CCC(C2)N3C(=O)OC(C)(C)C)C1)C=1SC=CN1